C(C)C=1C(NC2=C(C=CC(=C2N1)CO)F)=O 3-ethyl-8-fluoro-5-(hydroxymethyl)-1H-quinoxalin-2-one